1,6-bis[(3-ethyloxetane-3-yl)methoxy]-2,2,3,3,4,4,5,5-octafluorohexane C(C)C1(COC1)COCC(C(C(C(COCC1(COC1)CC)(F)F)(F)F)(F)F)(F)F